NC=1N=C(C=2C(N1)=CN(N2)CC2=C(C=C(C=C2)C2CN(C2)C(CCCCNC(CCCCCCCCCCCCCCCCC)=O)=O)OC)NCCCC N-(5-(3-(4-((5-amino-7-(butylamino)-2H-pyrazolo[4,3-d]pyrimidin-2-yl)methyl)-3-methoxyphenyl)azetidin-1-yl)-5-oxopentyl)stearamide